CC1(OC[C@@H](O1)CNC=1C=C(CN2CCC3(N(C4=CC=C(C=C4C(C3)=O)F)C)CC2)C=CC1F)C (S)-N-(3-(((2,2-dimethyl-1,3-dioxolan-4-yl)methyl)amino)-4-fluorobenzyl)-6'-fluoro-1'-methyl-4'-oxo-3',4'-dihydro-1'H-spiro[piperidine-4,2'-quinoline]